CS(=O)(=O)OCC1=CC(=NC(=C1)C1=CC(=CC(=C1)Cl)Cl)OCC1=CC=CC=C1 (2-(Benzyloxy)-6-(3,5-dichlorophenyl)pyridin-4-yl)methyl methanesulfonate